C(C)OC(=O)C=1OC2=C(C1C)C=C(C=C2)S(N(CCC2=CC=CC=C2)CC2=CC=C(C=C2)C(=O)OC)(=O)=O 3-methyl-5-(N-(4-(methoxycarbonyl)benzyl)-N-phenethylsulfamoyl)benzofuran-2-carboxylic acid ethyl ester